FC1=C(C=C(C2=CC=CC=C12)B1OC(C(O1)(C)C)(C)C)O 1-fluoro-4-(4,4,5,5-tetramethyl-1,3,2-dioxaborolan-2-yl)naphthalen-2-ol